The molecule is a 2-hydroxycarboxylate that is obtained by removal of a proton from the carboxylic acid group of 4-hydroxymandelic acid. It is a 2-hydroxy carboxylate and a member of phenols. It derives from a mandelate. It is a conjugate base of a 4-hydroxymandelic acid. C1=CC(=CC=C1C(C(=O)[O-])O)O